C[C@H]1[C@@H]2CC[C@H]3[C@@]4(CC[C@H]([C@@H](CCCC(C)C)C)[C@]4(CC=C3[C@]2(CC[C@@H]1O)C)C)C 4alpha,14alpha-dimethyl-5alpha-cholest-9(11)-en-3beta-ol